ClC=1C(=C(C(=C(C1CC)N)C)N)CC 5-Chloro-4,6-diethyl-2-methyl-1,3-benzendiamin